OCC1=CC=C(C=C1)C1=C2C=CN(C(C2=CN=C1)=O)CC=1N=C2N(C=C(C=C2)C)C1 5-[4-(hydroxymethyl)phenyl]-2-({6-methylimidazo[1,2-a]pyridin-2-yl}methyl)-1,2-dihydro-2,7-naphthyridin-1-one